C(C1=CC=CC=C1)[C@]1(O)[C@H](O)[C@@H](O)[C@H](O)[C@H](O1)C(=O)O Benzyl-beta-D-glucopyranoseuronic acid